COC(C1=CC(=C(C(=C1)F)C)N)=O.C1(CC1)OC=1C=CC(=NC1)N 5-cyclopropyloxypyridin-2-amine methyl-3-amino-5-fluoro-4-methylbenzoate